4-pyridylboronic acid N1=CC=C(C=C1)B(O)O